C(#N)C1=CC(=C(COC2=CC=CC(=N2)N2CCN(CC2)CC2=NC3=C(N2CC=2OC=CN2)C=C(C=C3)C(=O)NCC(F)(F)F)C=C1)F 2-((4-(6-((4-cyano-2-fluorobenzyl)oxy)pyridin-2-yl)piperazin-1-yl)methyl)-1-(oxazol-2-ylmethyl)-N-(2,2,2-trifluoroethyl)-1H-benzo[d]imidazole-6-carboxamide